dimethylhexadecyl-ammonium tris-(3-chloro-4-methyl-phenyl)hexyl-borate ClC=1C=C(C=CC1C)C(CCCCCOB([O-])[O-])(C1=CC(=C(C=C1)C)Cl)C1=CC(=C(C=C1)C)Cl.C[NH+](CCCCCCCCCCCCCCCC)C.C[NH+](C)CCCCCCCCCCCCCCCC